ClC1=C(C=C2CCN(C2=C1)C1=NC=NC2=CC=C(C=C12)C=1C=C(C=NC1)C(=O)NC#N)F 5-[4-(6-chloro-5-fluoro-indolin-1-yl)quinazolin-6-yl]-N-cyano-pyridine-3-carboxamide